4-[(3-chloro-4-fluoro-phenyl)amino]-6-(1-ethyl-piperidin-4-yloxy)-7-methoxy-quinazoline ClC=1C=C(C=CC1F)NC1=NC=NC2=CC(=C(C=C12)OC1CCN(CC1)CC)OC